L-tryptophan methyl ester sulfate S(=O)(=O)(O)O.COC([C@@H](N)CC1=CNC2=CC=CC=C12)=O